1,6-bismaleimidyl-hexane ethyl-(11S)-13-(2,6-difluorophenyl)-11-methyl-10-oxo-7-thia-9,12-diazatricyclo[6.5.0.02,6]trideca-1(8),2(6),12-triene-5-carboxylate C(C)OC(=O)C1CCC=2C=3C(=N[C@H](C(NC3SC12)=O)C)C1=C(C=CC=C1F)F.C1(C=CC(N1CCCCCCN1C(C=CC1=O)=O)=O)=O